NC1=CC(=C(C(=N1)C1=C(C=C2C(=NC(=NC2=C1F)OCC1N(CCC1)C)N1C(CN(CC1)C(\C=C\CO)=O)C)Cl)C(F)(F)F)C (E)-1-(4-(7-(6-amino-4-methyl-3-(trifluoromethyl)pyridin-2-yl)-6-chloro-8-fluoro-2-((1-methylpyrrolidin-2-yl)methoxy)quinazolin-4-yl)-3-methylpiperazin-1-yl)-4-hydroxybut-2-en-1-one